CC1=NC2=CC=C(C=C2C(=N1)N1CC=2C=C(C=NC2CC1)C(F)(F)F)C#N 2-methyl-4-[3-(trifluoromethyl)-7,8-dihydro-5H-1,6-naphthyridin-6-yl]quinazoline-6-carbonitrile